C(C1=CC=CC=C1)[C@@H]1N(C(OC1(C)C)=O)C(C[C@@H]1CN(CC1)C(=O)OC(C)(C)C)=O tert-Butyl (3R)-3-[2-[(4S)-4-benzyl-5,5-dimethyl-2-oxo-oxazolidin-3-yl]-2-oxo-ethyl]pyrrolidine-1-carboxylate